C[C@H]1[C@@H](C[C@H]([C@@H](O1)O[C@H](C)CC/C=C/C(=O)O)O)OC(=O)C2=CNC3=CC=CC=C32 The molecule is a 4-O-(1H-indol-3-ylcarbonyl)ascaroside derived from (2E,6R)-6-hydroxyhept-2-enoic acid. It is a metabolite of the nematode Caenorhabditis elegans. It has a role as a Caenorhabditis elegans metabolite. It is a 4-O-(1H-indol-3-ylcarbonyl)ascaroside, an alpha,beta-unsaturated monocarboxylic acid and an (omega-1)-hydroxy fatty acid ascaroside. It derives from an ascr#7 and a (2E,6R)-6-hydroxyhept-2-enoic acid.